ethyl 5-(4-bromobenzoyl)-6-methylindolizine-7-carboxylate BrC1=CC=C(C(=O)C=2N3C=CC=C3C=C(C2C)C(=O)OCC)C=C1